(R)-3-(4-(2-(1-((2-amino-5-bromopyridin-3-yl)oxy)ethyl)-4,6-difluorophenyl)-2-methylthiazole-5-carbonyl)-1-methyl-1H-pyrazole-5-carbonitrile NC1=NC=C(C=C1O[C@H](C)C1=C(C(=CC(=C1)F)F)C=1N=C(SC1C(=O)C1=NN(C(=C1)C#N)C)C)Br